5-bromotrifluoropentanone BrCCCC(C(F)(F)F)=O